(S)- and (R)-N-(5-(1-methyl-1H-pyrazol-4-yl)pyridin-2-yl)-2-phenyl-2-((2-(6-(trifluoromethyl)pyridin-3-yl)ethyl)amino)acetamide CN1N=CC(=C1)C=1C=CC(=NC1)NC([C@@H](NCCC=1C=NC(=CC1)C(F)(F)F)C1=CC=CC=C1)=O |r|